C(C)(C)(C)OC(=O)N(C1CC(C1)OCC(=O)OCC)C 1-Ethyl 2-[3-[tert-butoxycarbonyl(methyl)amino]cyclobutoxy]acetate